14-amino-N-(4-(6-methyl-1,2,4,5-tetrazin-3-yl)benzyl)-3-(2-((4-(6-methyl-1,2,4,5-tetrazin-3-yl)benzyl)amino)-2-oxoethyl)-6,9,12-trioxa-3-azatetradecanamide NCCOCCOCCOCCN(CC(=O)NCC1=CC=C(C=C1)C=1N=NC(=NN1)C)CC(=O)NCC1=CC=C(C=C1)C=1N=NC(=NN1)C